ClC1=NC=C(C(=C1)F)C=1C=NN(C1)C 2-chloro-4-fluoro-5-(1-methyl-1H-pyrazol-4-yl)pyridine